2-(2,6-dioxopiperidin-3-yl)-5-(3-(((6-((1r,3r)-3-((5-(5-methyl-5H-pyrido[4,3-b]indol-7-yl)pyridin-2-yl)oxy)cyclobutoxy)hexyl)oxy)methyl)azetidin-1-yl)isoindoline-1,3-dione O=C1NC(CCC1N1C(C2=CC=C(C=C2C1=O)N1CC(C1)COCCCCCCOC1CC(C1)OC1=NC=C(C=C1)C=1C=CC=2C3=C(N(C2C1)C)C=CN=C3)=O)=O